2-chloro-6-pentyl-1,4-naphthoquinone ClC=1C(C2=CC=C(C=C2C(C1)=O)CCCCC)=O